7-[4-(methylamino)-2-pyridinyl]Pyrrolo[1,2-b]Pyridazine-3-carbonitrile CNC1=CC(=NC=C1)C1=CC=C2N1N=CC(=C2)C#N